1-Iodohexane ICCCCCC